FC1=CC(=CC=2C=COC21)C=2C(=NC(=CN2)CCC(F)(F)F)N2CCC(CC2)C(=O)O 1-(3-(7-Fluorobenzofuran-5-yl)-6-(3,3,3-Trifluoropropyl)Pyrazin-2-yl)piperidine-4-carboxylic acid